[Si](C)(C)(C(C)(C)C)OCCN1N=C(C(=C1CN1[C@H](CCC1)C(C)O)I)OCC 1-((R)-1-((1-(2-((tert-butyldimethylsilyl)oxy)ethyl)-3-ethoxy-4-iodo-1H-pyrazol-5-yl)methyl)pyrrolidin-2-yl)ethan-1-ol